ClC1=C2C(NC=C1CC)=NC=C2C=2C=C(C=CC2)N2C(N(CCC2)CCNC=2C=C1C(N(C(C1=CC2)=O)C2C(NC(CC2)=O)=O)=O)=O 5-({2-[3-(3-{4-chloro-5-ethyl-7H-pyrrolo[2,3-b]pyridin-3-yl}phenyl)-2-oxo-1,3-diazinan-1-yl]ethyl}amino)-2-(2,6-dioxopiperidin-3-yl)isoindole-1,3-dione